7-(1-cyclobutylpiperidin-4-yl)-2-((5-(5-(difluoromethyl)-1,3,4-oxadiazol-2-yl)pyridin-2-yl)methyl)-4,4-dimethylisoquinoline-1,3(2H,4H)-dione C1(CCC1)N1CCC(CC1)C1=CC=C2C(C(N(C(C2=C1)=O)CC1=NC=C(C=C1)C=1OC(=NN1)C(F)F)=O)(C)C